spiro[indoline-3,4'-piperidine]-1'-Carboxylic acid N1(CCC2(CC1)CNC1=CC=CC=C12)C(=O)O